4-hydroxy-3-methyl-phenyl-propane OC1=C(C=C(C=C1)CCC)C